ClC1=C(C=CC=C1)S(=O)(=O)NC1=NC(=C(C=C1F)C=1C=C2C=NC(=NC2=C(C1)C)NC1CCC(CC1)N(C)C)OC 2-chloro-N-(5-(2-(((1s,4s)-4-(dimethylamino)cyclohexyl)amino)-8-methylquinazolin-6-yl)-3-fluoro-6-methoxypyridin-2-yl)benzenesulfonamide